C(C)(C)C1=C(C2=CC=CC=C2C=C1)C#N 2-Isopropylnaphthalene-1-carbonitrile